8-(6-amino-2-ethylpyridin-3-yl)-N-cyclohexyl-N-ethyl-7-fluoroquinolin-2-amine NC1=CC=C(C(=N1)CC)C=1C(=CC=C2C=CC(=NC12)N(CC)C1CCCCC1)F